NC=1C=CC(=NC1)CCNC1=NC=2N(C(=C1)N)N=C(N2)C=2OC=CC2 N5-(2-(5-aminopyridin-2-yl)ethyl)-2-(furan-2-yl)-[1,2,4]triazolo[1,5-a]pyrimidine-5,7-diamine